(R)-8-(8-((2,5-dichlorophenyl)thio)imidazo[1,2-c]pyrimidin-5-yl)-8-azaspiro[4.5]decan-1-amine ClC1=C(C=C(C=C1)Cl)SC=1C=2N(C(=NC1)N1CCC3(CCC[C@H]3N)CC1)C=CN2